2-((5,6,7,8-Tetrahydronaphthalen-1-yl)oxy)tetrahydro-2H-pyran Pyridinium [NH+]1=CC=CC=C1.C1(=CC=CC=2CCCCC12)OC1OCCCC1